P(=O)(=O)C1(OC2=C(C=3C=CC=CC3C=C2)C=2C(=CC=C3C=CC=CC23)O1)N(C(C)C1=CC=CC=C1)C(C)C1=CC=CC=C1 (3,5-dioxa-4-phosphocyclohepta[2,1-a:3,4-a']Dinaphthalen-4-yl)bis(1-phenylethyl)amine